ONC(\C=C\C=1N(C(=CC1)\C=C\C(C=1C=NC=CC1)=O)C)=O (E)-N-Hydroxy-3-(1-methyl-5-((E)-3-oxo-3-(pyridin-3-yl)prop-1-en-1-yl)-1H-pyrrol-2-yl)acrylamide